BrC=1C(=NC(=NC1)NC=1C=C2CCN(CC2=CC1)CCOC)OC1=C(C(=O)NC)C=CC=C1 2-((5-bromo-2-((2-(2-methoxyethyl)-1,2,3,4-tetrahydroisoquinolin-6-yl)amino)pyrimidin-4-yl)oxy)-N-methylbenzamide